2-(2,5-dimethoxy-4-propylphenyl)ethylamine COC1=C(C=C(C(=C1)CCC)OC)CCN